O=C1NC(CCC1N1CC2=CC=C(C=C2C1=O)CNC(OC1C(CC1)(C)C)=O)=O 2,2-dimethylcyclobutyl N-{[2-(2,6-dioxopiperidin-3-yl)-3-oxo-2,3-dihydro-1H-isoindol-5-yl]methyl}carbamate